3-(1-methyl-1H-pyrazol-4-yl)-5-(1-phenylvinyl)thieno[3,2-b]pyridine CN1N=CC(=C1)C1=CSC=2C1=NC(=CC2)C(=C)C2=CC=CC=C2